3-[5-[1-[2-[4-[8-fluoro-6-hydroxy-7-(1,1,4-trioxo-1,2,5-thiadiazolidin-2-yl)-2-naphthyl]piperazin-1-yl]-2-oxo-ethyl]-4-piperidyl]-3-methyl-2-oxo-benzimidazol-1-yl]piperidine-2,6-dione FC=1C(=C(C=C2C=CC(=CC12)N1CCN(CC1)C(CN1CCC(CC1)C1=CC2=C(N(C(N2C)=O)C2C(NC(CC2)=O)=O)C=C1)=O)O)N1S(NC(C1)=O)(=O)=O